(3-Bromo-5-fluorophenyl)methanol BrC=1C=C(C=C(C1)F)CO